C(CCCCCCC\C=C/C\C=C/CCCCC)(=O)OCC(COC(CCC(OCCCC\C=C/CC)OCCCC\C=C/CC)=O)COC(CCN1CCN(CC1)CC)=O 3-((4,4-bis(((Z)-oct-5-en-1-yl)oxy)butanoyl)oxy)-2-(((3-(4-ethylpiperazin-1-yl)propanoyl)oxy)methyl)propyl (9Z,12Z)-octadeca-9,12-dienoate